ClC=1C=C(C=CC1CS(=O)(=O)C)C1=CNC(=C1CC)C1=CC=CC=C1 3-(3-Chloro-4-((methylsulfonyl)methyl)phenyl)-4-ethyl-5-phenyl-1H-pyrrol